(2-Hydroxyethyl)triethylammonium citronellate C(CC(C)CCC=C(C)C)(=O)[O-].OCC[N+](CC)(CC)CC